F[C@@H]1[C@H]2CC[C@@H](C[C@@H]1N(C=1N=CC(=NC1)C1=C(C=C(C=C1)C1=CC(NC(=C1)C)=O)O)C)N2 4-(4-(5-(((1R,2R,3S,5S)-2-fluoro-8-azabicyclo[3.2.1]octan-3-yl)(methyl)amino)pyrazin-2-yl)-3-hydroxyphenyl)-6-methylpyridin-2(1H)-one